C(C)N(CC)CC1=C(C=CC(=N1)NC=1C=CC(=C2CNC(C12)=O)C1=CN=C2N1C=CC(=C2)F)[C@@H]2COCC2 (R)-7-((6-((diethyl-amino)methyl)-5-(tetrahydrofuran-3-yl)pyridin-2-yl)amino)-4-(7-fluoro-imidazo[1,2-a]pyridin-3-yl)isoindolin-1-one